FC1(CC(C1)([C@@H](C1=NN=CN1C)F)C=1C=C(C=CC1)N1C(C2=CC(=CC(=C2C1)C(F)(F)F)CN(C)C(C)C)=O)F (S)-2-(3-(3,3-difluoro-1-(fluoro(4-methyl-4H-1,2,4-triazol-3-yl)methyl)cyclobutyl)phenyl)-6-((isopropyl(methyl)amino)methyl)-4-(trifluoromethyl)isoindolin-1-one